CC(C(=O)OCOC=1C(=NC=CC1OC)C(N[C@H](C(=O)O[C@H]([C@@H](C(C)C)C1=C(C=C(C=C1)F)C)C)C)=O)C [2-[[(1S)-2-[(1S,2S)-2-(4-fluoro-2-methyl-phenyl)-1,3-di-methyl-butoxy]-1-methyl-2-oxo-ethyl]carbamoyl]-4-methoxy-3-pyridyl]oxymethyl 2-methylpropanoate